N1(C=NC=C1)C1=C(C(=O)N)C(=CC=C1)F (2-imidazole-1-yl)-6-fluorobenzamide